C(C1=CC=CC=C1)OC=1C=C2C(=NC1)C=CN2 6-benzyloxy-1H-pyrrolo[3,2-b]pyridine